C1(=CC=CC=C1)SC1=CC=C(C=C1)C(CCCCCCC)=NO 1-(4-phenylsulfanylphenyl)-octane-1-one oxime